C(CCCCCCCCCCC=CCCCCCCCCCCCCCCCCC)(=O)O 12-triacontenic acid